N-(4-amino-1H-pyrazolo[4,3-c]pyridin-7-yl)-2-((2R,5S)-5-methyl-2-(4-((1-methylpiperidin-4-yl)oxy)phenyl)piperidin-1-yl)-2-oxoacetamide NC1=NC=C(C2=C1C=NN2)NC(C(=O)N2[C@H](CC[C@@H](C2)C)C2=CC=C(C=C2)OC2CCN(CC2)C)=O